C(C)(C)(C)OC(NC[C@H](C)C1=CC=C(C=C1)C1=C2C(=C(C(NC2=C(C=C1OC)C)=O)Cl)C)=O (R)-2-(4-(3-chloro-6-methoxy-4,8-dimethyl-2-oxo-1,2-dihydroquinolin-5-yl)phenyl)propylcarbamic acid tert-butyl ester